FC(C(=O)O)(F)F.C1(CC1)[C@H]1CN(CCN1)C=1N=NC(=CN1)C1=C(C=C(C=C1)C1=NSC=N1)O 2-{3-[(3S)-3-cyclopropylpiperazin-1-yl]-1,2,4-triazin-6-yl}-5-(1,2,4-thiadiazol-3-yl)phenol trifluoroacetate